N,N-dimethyl-7-(4,4,5,5-tetramethyl-1,3,2-dioxaborolan-2-yl)quinoxalin-2-amine CN(C1=NC2=CC(=CC=C2N=C1)B1OC(C(O1)(C)C)(C)C)C